NC1=NC=2N=CC=CC2C2=C1NC(N2CC2=CC(=CC=C2)CN2CCCC2)=O 4-amino-1-(3-(pyrrolidin-1-ylmethyl)benzyl)-1H-imidazo[4,5-c][1,8]naphthyridin-2(3H)-one